2-amino-6-(cyclopropylmethyl)-6-(methoxymethyl)-7-oxo-4,5,6,7-tetrahydrobenzo[b]thiophene-3-carboxylic acid NC1=C(C2=C(S1)C(C(CC2)(COC)CC2CC2)=O)C(=O)O